N[C@H]1[C@@H](CCC2=CC=CC=C12)O (3r,4r)-4-aminotetralin-3-ol